FC=1C=CC2=C(NC(=NS2(=O)=O)NCC2=CC(=CC=C2)F)C1C(C)C=1C=C(C=CC1)C 6-fluoro-3-((3-fluorobenzyl)amino)-5-(1-(m-tolyl)ethyl)-4H-benzo[e][1,2,4]thiadiazine 1,1-dioxide